2-(4,4-difluoroazepan-1-yl)-6-methoxy-N-(5-sulfamoyl-3-pyridyl)pyridine-3-carboxamide 3-(2-(dimethylamino)ethyl)-1H-indol-7-yl-phosphate CN(CCC1=CNC2=C(C=CC=C12)OP(=O)(O)O)C.FC1(CCN(CCC1)C1=NC(=CC=C1C(=O)NC=1C=NC=C(C1)S(N)(=O)=O)OC)F